CC1=NN=C(S1)C1N(OCC1)C(=O)C1CCN(CC1)C1=NC=CC(=N1)C(=O)N 2-[4-[3-(5-methyl-1,3,4-thiadiazol-2-yl)isoxazolidine-2-carbonyl]-1-piperidinyl]pyrimidine-4-carboxamide